O1CCC(=CC1)C1=NN2C(N3C(=C(C2=O)N2CCNCC2)CCC3C(=O)NC3=CC=C(C=C3)C(F)(F)F)=N1 (3,6-dihydro-2H-pyran-4-yl)-5-oxo-6-(piperazin-1-yl)-N-(4-(trifluoromethyl)phenyl)-5,7,8,9-tetrahydropyrrolo[1,2-c][1,2,4]triazolo[1,5-a]pyrimidine-9-carboxamide